2-(4-chloro-3-fluorophenoxy)-N-[3-hydroxy-4-(2-{[3-oxo-2-(2,2,2-trifluoroethyl)-2,3-dihydropyridazin-4-yl]oxy}acetamido)bicyclo[2.2.2]octan-1-yl]acetamide ClC1=C(C=C(OCC(=O)NC23CC(C(CC2)(CC3)NC(COC=3C(N(N=CC3)CC(F)(F)F)=O)=O)O)C=C1)F